Tert-butyl-(2-((2-(4-chloro-1H-1,2,3-triazol-1-yl)-5-methylphenyl)amino)-2-oxoethyl)phenylalanine C(C)(C)(C)N([C@@H](CC1=CC=CC=C1)C(=O)O)CC(=O)NC1=C(C=CC(=C1)C)N1N=NC(=C1)Cl